2-methyl-O-(m-tolyl)but-3-yn-2-ol CC(C)(C#C)OC=1C=C(C=CC1)C